(4-(6-fluoro-2-methyl-4-oxo-quinazolin-3(4H)-yl)phenyl)thioacetamide FC=1C=C2C(N(C(=NC2=CC1)C)C1=CC=C(C=C1)CC(=S)N)=O